Cl.Cl.C1(CC1)NN cyclopropylhydrazine dihydrochloride salt